1-(2-(2,2,7-trifluoro-3-oxo-6-(2,3,4,5-tetrafluorophenyl)-2,3-dihydro-4H-benzo[b][1,4]oxazin-4-yl)acetyl)azetidine-3-carboxylic acid FC1(C(N(C2=C(O1)C=C(C(=C2)C2=C(C(=C(C(=C2)F)F)F)F)F)CC(=O)N2CC(C2)C(=O)O)=O)F